C1=NC=CC2=C(C=CC=C12)C=1C=C(C=CC1OC1=CC=C(C=C1)C(F)(F)F)S(=O)(=O)NC 3-(isoquinolin-5-yl)-N-methyl-4-[4-(trifluoromethyl)phenoxy]benzene-1-sulfonamide